tert-butyl 2-(((6-(1-oxa-4-azaspiro[5.5]undecan-4-yl)-2-(trifluoromethyl)pyrimidin-4-yl)(methyl)amino)methyl)thiomorpholine-4-carboxylate 1,1-dioxide O1CCN(CC12CCCCC2)C2=CC(=NC(=N2)C(F)(F)F)N(C)CC2CN(CCS2(=O)=O)C(=O)OC(C)(C)C